C(C)N1C(=NC2=NC(=C(C=C21)C2=NN=NN2)C)C(O)(C2=C(C=CC=C2)F)C2=C(C=CC=C2)F [1-ethyl-5-methyl-6-(1H-1,2,3,4-tetrazol-5-yl)-1H-imidazo[4,5-b]pyridin-2-yl]bis(2-fluorophenyl)methanol